2-(4-isopropylpiperazin-1-yl)-6-(trifluoromethyl)aniline C(C)(C)N1CCN(CC1)C1=C(N)C(=CC=C1)C(F)(F)F